tert-Butyl 1-(methoxymethyl)-3,8-diazabicyclo[3.2.1]octane-8-carboxylate COCC12CNCC(CC1)N2C(=O)OC(C)(C)C